[N]1CCC2=C1[N]C=C2 2,3-dihydro-1λ2,6λ2-pyrrolo[2,3-b]pyrrole